Sodium tetradecyl benzenesulfonate C1(=CC=CC=C1)S(=O)(=O)OCCCCCCCCCCCCCC.[Na]